N-benzyl-1-(2-pyridyl)ethanamine C(C1=CC=CC=C1)NC(C)C1=NC=CC=C1